FC=1C=C2C(=NC1NC1=C3CCCC3=CC=C1)NN=C2C2=CC=CC=C2 5-fluoro-N-indan-4-yl-3-phenyl-1H-pyrazolo[3,4-b]pyridin-6-amine